3-fluoro-4-methyl-2-(5-methyl-3-((3aS,7aR)-6-methyloctahydro-1H-pyrrolo[2,3-c]pyridin-1-yl)-1,2,4-triazin-6-yl)phenol FC=1C(=C(C=CC1C)O)C1=C(N=C(N=N1)N1CC[C@H]2[C@@H]1CN(CC2)C)C